C(#N)/C(/C(=O)N[C@H](C)C1=CC(=C(C=C1)OC)OC)=C\C1=CNC2=NC=C(C=C21)C2=CC=C(C=C2)C2CCN(CC2)C (R,E)-2-cyano-N-(1-(3,4-dimethoxyphenyl)ethyl)-3-(5-(4-(1-methylpiperidin-4-yl)phenyl)-1H-pyrrolo[2,3-b]pyridin-3-yl)acrylamide